N,3-dimethylbutanamide bis(2,2,2-trifluoroacetate) FC(C(=O)O)(F)F.FC(C(=O)O)(F)F.CNC(CC(C)C)=O